1-((((S)-1-(2-chlorophenyl)-2-oxocyclohexyl)(methyl)carbamoyl)oxy)ethyl (2,2,2-trifluoroacetyl)-L-alaninate FC(C(=O)N[C@@H](C)C(=O)OC(C)OC(N(C)[C@]1(C(CCCC1)=O)C1=C(C=CC=C1)Cl)=O)(F)F